C1CC(=O)[N+](C1=O)(OC(=O)CCCCCNC2=C(C=C(C=C2)N=[N+]=[N-])[N+](=O)[O-])S(=O)(=O)O N-sulfosuccinimidyl-6-[4'-azido-2'-nitrophenylamino] hexanoate